N=1CN(C=C2C=CC=C(C12)N)N quinazoline-3,8-diamine